1-(4-bromophenyl)cyclopentane-1-carboxylic acid methyl ester COC(=O)C1(CCCC1)C1=CC=C(C=C1)Br